tert-butyl (cis-4-(2-(4-(benzo[b]thiophen-4-yl)piperazin-1-yl)ethyl)-4-fluorocyclohexyl)carbamate S1C2=C(C=C1)C(=CC=C2)N2CCN(CC2)CCC2(CCC(CC2)NC(OC(C)(C)C)=O)F